Diisopentyl 7,7'-((3-((2-(4-(2-((5-(bis(7-(2-ethylbutoxy)-2-hydroxy-7-oxoheptyl)amino)-pentanoyl)oxy)ethyl)piperazin-1-yl)ethyl)disulfaneyl)propyl)azanediyl)bis(6-hydroxyheptanoate) C(C)C(COC(CCCCC(CN(CCCCC(=O)OCCN1CCN(CC1)CCSSCCCN(CC(CCCCC(=O)OCCC(C)C)O)CC(CCCCC(=O)OCCC(C)C)O)CC(CCCCC(OCC(CC)CC)=O)O)O)=O)CC